11,11'-(4-(4-(2,2'',6,6''-tetraphenyl-[4,2':6',4''-terpyridin]-4'-yl)phenyl)pyridine-2,6-diyl)bis(11H-benzo[a]carbazole) C1(=CC=CC=C1)C1=NC(=CC(=C1)C1=NC(=CC(=C1)C1=CC=C(C=C1)C1=CC(=NC(=C1)N1C2=CC=CC=C2C2=CC=C3C(=C12)C=CC=C3)N3C1=CC=CC=C1C1=CC=C2C(=C31)C=CC=C2)C2=CC(=NC(=C2)C2=CC=CC=C2)C2=CC=CC=C2)C2=CC=CC=C2